{1-{1-[3-hydroxy-5-(trifluoromethyl)-2-thienylcarbonyl]piperidin-4-yl}-3-[4-(7H-pyrrolo[2,3-d]pyrimidin-4-yl)-1H-pyrazol-1-yl]azetidin-3-yl}acetonitrile OC1=C(SC(=C1)C(F)(F)F)C(=O)N1CCC(CC1)N1CC(C1)(N1N=CC(=C1)C=1C2=C(N=CN1)NC=C2)CC#N